5-(2,4-difluorophenyl)-2-(fluoromethyl)-3,4-dihydro-2H-pyrano[2,3-b]Pyridine-7-carboxylic acid FC1=C(C=CC(=C1)F)C1=C2C(=NC(=C1)C(=O)O)OC(CC2)CF